Cl.C1(CC1)NC(C1=NC=C(C=C1)N1CCNCC1)=O N-cyclopropyl-5-(piperazin-1-yl)picolinamide hydrochloride